OC(C(=O)C1=CC=C(C=C1)CC1=CC=C(C=C1)C(C(C)(C)O)=O)(C)C hydroxy-1-{4-[4-(2-hydroxy-2-methyl-propionyl)-benzyl]-phenyl}-2-methylpropan-1-one